O=C[C@H](O)[C@@H](O)[C@H](O)CC(=O)[O-] 5-deoxy-D-glucuronate